C1(=CC=CC=C1)C(C(C)O)(O)C1=CC=CC=C1 diphenyl-1,2-propanediol